CC1=CC=C(C=C1)C=1C(=CC=CC1)C(=O)N 4'-methyl-biphenyl-2-formamide